N-(6-((1H-pyrazol-1-yl)methyl)-4-(benzyloxy)benzo[d]isoxazol-3-yl)-N-allyl-2-((5-bromopentyl)oxy)-6-fluorobenzenesulfonamide N1(N=CC=C1)CC1=CC2=C(C(=NO2)N(S(=O)(=O)C2=C(C=CC=C2F)OCCCCCBr)CC=C)C(=C1)OCC1=CC=CC=C1